O1CC[C@@H]2[C@H]1OC[C@@H]2OC(=O)N2CCN(CC2)C2=NC=1N(C=C2)N=CC1C1=C(C=CC=C1)OC1CC1 [(3aS,4R,6aR)-2,3,3a,4,5,6a-hexahydrofuro[2,3-b]furan-4-yl]-4-[3-[2-(cyclopropoxy)phenyl]pyrazolo[1,5-a]pyrimidin-5-yl]piperazine-1-carboxylate